C(C)N(C(S)=S)CC.C(CC)#N propionitrile N,N-diethyl-dithiocarbamate